6-(6-Chloropyridin-2-yl)-N2,N4-bis(1,1,1-trifluorobutan-2-yl)-1,3,5-triazine-2,4-diamine ClC1=CC=CC(=N1)C1=NC(=NC(=N1)NC(C(F)(F)F)CC)NC(C(F)(F)F)CC